FC1(CCN(CC1)C=1C=2N(C=CN1)N=CN2)C(=O)N2CCOC1=C(C2)C=NC=C1 4-[4-fluoro-1-([1,2,4]triazolo[1,5-a]pyrazin-8-yl)piperidine-4-carbonyl]-3,5-dihydro-2H-pyrido[3,4-f][1,4]oxazepine